(S)-4-(5-hydroxypyrimidin-2-yl)-2-methylpiperazine-1-carboxylic acid tert-butyl ester C(C)(C)(C)OC(=O)N1[C@H](CN(CC1)C1=NC=C(C=N1)O)C